(cis-(+/-)-3-Amino-4-fluoropiperidin-1-yl)(2-(1-ethyl-1H-indol-2-yl)-1-methyl-1H-benzo[d]imidazol-5-yl)methanone N[C@@H]1CN(CC[C@@H]1F)C(=O)C1=CC2=C(N(C(=N2)C=2N(C3=CC=CC=C3C2)CC)C)C=C1 |r|